C(C)OC(C)OC[C@@H]1[C@]2(CCCC([C@@H]2CCC1=C)(C)C)C (4aS,5S,8aS)-5-((1-ethoxyethoxy)methyl)-1,1,4a-trimethyl-6-methylenedecahydronaphthalene